N-t-Butoxycarbonyl-3-azepinone C(C)(C)(C)OC(=O)N1CC(C=CC=C1)=O